2-(((2S,4s,6S)-6-((5-(2-cyanophenyl)pyrimidin-2-yl)amino)spiro[3.3]heptan-2-yl)oxy)nicotinamide C(#N)C1=C(C=CC=C1)C=1C=NC(=NC1)NC1CC2(CC(C2)OC2=C(C(=O)N)C=CC=N2)C1